2'-((Cyclopropylmethyl)amino)-N-(1-methyl-3-(pyridin-2-yl)-1H-pyrazol-4-yl)-[2,4'-bipyridin] C1(CC1)CNC1=NC=CC(=C1)C=1N(CC=CC1)C=1C(=NN(C1)C)C1=NC=CC=C1